Cl.Cl.N1=C(C=CC=C1)CC1=NC2=C(N1)C=CC(=C2)C(=N)N 2-(pyridin-2-ylmethyl)-1H-benzo[d]imidazole-5-carboxamidine, dihydrochloride